3-(azetidin-3-yl)-5-(2,4-dichlorophenyl)-1,2,4-oxadiazole hydrochloride Cl.N1CC(C1)C1=NOC(=N1)C1=C(C=C(C=C1)Cl)Cl